N(=C=O)CCC[Si](OC)(OC)OC 3-isocyanatopropyl-(trimethoxy)silane